ClC1=CC2=C(N(C(N=C2N2C[C@H](N(C[C@@H]2C)C(=O)OC(C)(C)C)C)=O)C=2C(=NC=NC2C(C)C)C(C)C)N=C1C1=C(C=CC(=C1)O)C tert-Butyl (2R,5S)-4-(6-chloro-1-(4,6-diisopropylpyrimidin-5-yl)-7-(5-hydroxy-2-methylphenyl)-2-oxo-1,2-dihydropyrido[2,3-d]pyrimidin-4-yl)-2,5-dimethylpiperazine-1-carboxylate